C1(CC1)C(=O)NC1=NC=C(C(=O)NOCC)C(=C1)NC1=C(C(=CC(=C1)F)C1=NC=C(C=N1)C)OC 6-(Cyclopropanecarboxamido)-N-ethoxy-4-((5-fluoro-2-(methyloxy)-3-(5-methylpyrimidin-2-yl)phenyl)amino)Nicotinamide